2-(4-(5-(2-(3,4-dimethoxyphenyl)-3-isopropyl-1H-indol-5-yl)-4H-1,2,4-triazol-3-yl)piperidin-1-yl)-N,N-dimethylacetamide COC=1C=C(C=CC1OC)C=1NC2=CC=C(C=C2C1C(C)C)C=1NC(=NN1)C1CCN(CC1)CC(=O)N(C)C